CC(C(C(C(=O)O)(C)C)(O)C(=O)O)C(=O)O.C(CC(O)(C(=O)OC)CC(=O)OC)(=O)OC Trimethyl citrate (Tri-methyl citrate)